C(CCCCCC)O heptan-1-ol